2-METHYLENECYCLOPROPANECARBOXYLIC ACID C=C1C(C1)C(=O)O